3-(2,2,2-trifluoroethoxy)piperidine FC(COC1CNCCC1)(F)F